N=1CC(C=C2C=CC=NC12)=O 3-naphthyridinone